CC(C)([C@H](C(=O)O)N)SN=O S-nitrosopenicillamine